(R)-α-acryloyloxy-β,β-dimethylButyrolactone C(C=C)(=O)O[C@H]1C(=O)OCC1(C)C